NC1=NC=CC=C1C1=NC=2C(=NC(=CC2)C2=CC=CC=C2)N1C1=CC=C(C=C1)CN1CCC2(CCCN(C2)C(=O)OC(C)(C)C)CC1 tert-butyl 9-[[4-[2-(2-amino-3-pyridyl)-5-phenyl-imidazo[4,5-b]pyridin-3-yl]phenyl]methyl]-2,9-diazaspiro[5.5]undecane-2-carboxylate